3-methylglutaconyl-CoA CC(=CC(=O)SCCNC(CCNC([C@@H](C(COP(OP(OC[C@@H]1[C@H]([C@H]([C@@H](O1)N1C=NC=2C(N)=NC=NC12)O)OP(=O)(O)O)(=O)O)(=O)O)(C)C)O)=O)=O)CC(=O)O